BrC=1C=CC(=C(C1)S(=O)(=N)CCN(C(C)=O)C)OC N-(2-(5-bromo-2-methoxyphenylsulfonimidoyl)ethyl)-N-methylacetamide